9-(2-nitrophenyl)-3,6-diphenyl-9H-carbazole [N+](=O)([O-])C1=C(C=CC=C1)N1C2=CC=C(C=C2C=2C=C(C=CC12)C1=CC=CC=C1)C1=CC=CC=C1